FC(C1=C(C=CC(=C1)C(F)(F)F)[C@H](C)N1N=CC(=C1)NC(C1=NC=CC=C1)=O)(F)F (S)-N-(1-(1-(2,4-bis(trifluoromethyl)phenyl)ethyl)-1H-pyrazol-4-yl)picolinamide